CN1C(=NN=C1)C=1C(=C2C(N(C(C2=CC1)=O)C1=CC=CC=C1)(C1COC1)C)C(F)(F)F 4-methyl-4H-1,2,4-triazol-3-yl(methyl)oxetan-3-yl(phenyl)-4-(trifluoromethyl)isoindolin-1-one